D-GLUCOSAMINE 6-SULFATE S(=O)(=O)(O)OC[C@@H]1[C@H]([C@@H]([C@H](C(O)O1)N)O)O